N1C(NC(NC1=O)=O)=O 1,3,5-triazine-2,4,6(1H,3H,5H)-trion